N-(5-(4-Methylthiazol-2-yl)-1H-imidazol-2-yl)acetamide CC=1N=C(SC1)C1=CN=C(N1)NC(C)=O